2-amino-4-phenylpyridine NC1=NC=CC(=C1)C1=CC=CC=C1